ClC1=CC=C(C=C1)C(CC1=C(C(=O)N)C=CC(=C1)OC)=O [2-(4-chlorophenyl)-2-oxoethyl]-4-methoxy-benzamide